NC1=NN=C(O1)[C@H]1[C@H]([C@@]2([C@@](OC3=C2C(=CC(=C3)OC)OC)([C@@H]1C1=CC=CC=C1)C1=CC=C(C=C1)OC)O)O |r| rac-(1R,2R,3S,3aR,8bS)-2-(5-amino-1,3,4-oxadiazol-2-yl)-6,8-dimethoxy-3a-(4-methoxyphenyl)-3-phenyl-2,3,3a,8b-tetrahydro-1H-cyclopenta[b]benzofuran-1,8b-diol